FC1(CCN(CC1)C1=CC(=CC=2N1C=CN2)NC(C2=C(C=C(C=C2)[N+](=O)[O-])N2CCC1(CC1)CC2)=O)F N-(5-(4,4-difluoropiperidin-1-yl)imidazo[1,2-a]pyridin-7-yl)-4-nitro-2-(6-azaspiro[2.5]octan-6-yl)benzamide